COC1=CC=C(CN2CC3=C(CC2)C(=C(S3)NC(=O)NCCCCN3CCCC3)C(=O)N)C=C1 6-(4-methoxybenzyl)-2-{3-[4-(pyrrolidin-1-yl)butyl]ureido}-4,5,6,7-tetrahydrothieno[2,3-c]pyridine-3-carboxamide